4-benzyl-3-(difluoromethyl)-7-methoxy-3,4-dihydroquinoxalin-2(1H)-one C(C1=CC=CC=C1)N1C(C(NC2=CC(=CC=C12)OC)=O)C(F)F